NC1=NC=C(C2=C1C(=NN2[C@@H]2CN(CC2)C(C=C)=O)C#CC2=C(C(=CC(=C2F)OC)OC)F)CN(C)C (S)-1-(3-(4-amino-3-((2,6-difluoro-3,5-dimethoxyphenyl)ethynyl)-7-((dimethylamino)methyl)-1H-pyrazolo[4,3-c]pyridin-1-yl)pyrrolidin-1-yl)prop-2-en-1-one